(4S,5R,6R)-1,4,5-trimethyl-6-vinyloxy-cyclohexene CC1=CC[C@@H]([C@H]([C@H]1OC=C)C)C